Dimethyl 7,7'-(1,4-phenylene)bis(3,3-dimethylheptanoate) C1(=CC=C(C=C1)CCCCC(CC(=O)OC)(C)C)CCCCC(CC(=O)OC)(C)C